OCCNS(=O)(=O)N1C[C@@H]2[C@H](C1)CC(C2)NC2=C1C(=NC=C2C=2SC=3CN(CCC3N2)C)NC=C1 (3aR,5s,6aS)-N-(2-hydroxyethyl)-5-((5-(5-methyl-4,5,6,7-tetrahydrothiazolo[5,4-c]pyridin-2-yl)-1H-pyrrolo[2,3-b]pyridin-4-yl)amino)hexahydrocyclopenta[c]pyrrole-2(1H)-sulfonamide